FC1=C2CN(C(C2=CC=C1CN1C2CN(CC1C2)C(=O)C2=C(CCCC2)C2=CC=C(C=C2)F)=O)C2C(NC(CC2)=O)=O 3-(4-fluoro-5-((3-(4'-fluoro-3,4,5,6-tetrahydro-[1,1'-biphenyl]-2-carbonyl)-3,6-diazabicyclo[3.1.1]heptane-6-yl)methyl)-1-oxoisoindolin-2-yl)piperidine-2,6-dione